4'-chloroAcetophenone ClC1=CC=C(C=C1)C(C)=O